4-methyl-5-(2-hydroxypropan-2-yl)thiophene-2-sulfonimidamide CC=1C=C(SC1C(C)(C)O)S(=O)(N)=N